P(=O)(OCC(COC([C@H](CCC(OC(C)(C)C)=O)NC(=O)OC(C)(C)C)=O)OC([C@H](CCC(=O)OC(C)(C)C)NC(=O)OC(C)(C)C)=O)(OC[C@@H](COC(CCCCCCCCCCCCC)=O)OC(CCCCCCCCCCCCC)=O)[O-].[Na+] Sodium 2,3-bis(((S)-5-(tert-butoxy)-2-((tert-butoxycarbonyl)amino)-5-oxopentanoyl) oxy)propyl ((R)-2,3-bis(tetradecanoyloxy)propyl) phosphate